CN1C2=CC=CC=C2C2=C1C=CC=1N(C=3C=CC=CC3C21)P(=O)(C2=NC=CC=C2)C2=CC=C(C=C2)N2C=1C=CC=CC1C=1C3=C(C=CC21)N(C2=CC=CC=C23)C 5-methyl-8-((4-(5-methyl-5H,8H-indolo[2,3-c]carbazole-8-yl)-phenyl)(2-pyridyl)phosphoryl)-5H,8H-indolo[2,3-c]carbazole